4-chloro-2-[4-[[(2S)-1,4-dioxan-2-yl]methyl-[6-(trifluoromethoxy)-3-pyridyl]amino]cyclohexyl]-5-[[(1R,5R,6S)-3-oxabicyclo[4.1.0]heptan-5-yl]methylamino]pyridazin-3-one ClC=1C(N(N=CC1NC[C@@H]1COC[C@@H]2C[C@H]12)C1CCC(CC1)N(C=1C=NC(=CC1)OC(F)(F)F)C[C@@H]1OCCOC1)=O